methyl (3-(4-(5-((5,5-dioxido-11-oxo-10,11-dihydrodibenzo[b,f][1,4]thiazepine-8-carboxamido)methyl)thiazol-2-yl)phenoxy)propyl)-D-prolinate O=S1(C2=C(NC(C3=C1C=CC=C3)=O)C=C(C=C2)C(=O)NCC2=CN=C(S2)C2=CC=C(OCCCN3[C@H](CCC3)C(=O)OC)C=C2)=O